2-(difluoromethoxy)-4-[6-(1,1-dimethyl-2-oxo-ethoxy)pyrazolo[1,5-a]pyridin-3-yl]-N-[(1R,2S)-2-fluorocyclopropyl]-6-methoxy-benzamide FC(OC1=C(C(=O)N[C@H]2[C@H](C2)F)C(=CC(=C1)C=1C=NN2C1C=CC(=C2)OC(C=O)(C)C)OC)F